CN1N=C(C=C1C(=O)O)C=1OC=CN1 1-methyl-3-(oxazol-2-yl)-1H-pyrazole-5-carboxylic acid